3-(7-carbamoyl-3-chloro-5,6-difluoro-2-methyl-1H-indol-4-yl)piperidine-1-carboxylic acid tert-butyl ester C(C)(C)(C)OC(=O)N1CC(CCC1)C1=C2C(=C(NC2=C(C(=C1F)F)C(N)=O)C)Cl